N2-(3-(5-Isopropoxypyridin-2-yl)-1,2,4-thiadiazol-5-yl)-N5,3-dimethylpyridine-2,5-diamine C(C)(C)OC=1C=CC(=NC1)C1=NSC(=N1)NC1=NC=C(C=C1C)NC